N1=C(C=CC=2CCCNC12)CCC1CN(CC1)CCC(C(=O)O)NC(C1=CC(=CC=C1)C(F)(F)F)=O 4-(3-(2-(5,6,7,8-tetrahydro-1,8-naphthyridin-2-yl)ethyl)pyrrolidin-1-yl)-2-(3-(trifluoromethyl)benzamido)butanoic acid